4-(3-amino-4-pyridyl)-2,2-dimethyl-butyric acid NC=1C=NC=CC1CCC(C(=O)O)(C)C